5-(4-(4-chloro-7,7-dimethyl-5-oxo-5,7-dihydroindolo[1,2-a]quinazolin-10-yl)piperidin-1-yl)pyrazine-2-carbaldehyde ClC=1C=2C(N=C3N(C2C=CC1)C1=CC(=CC=C1C3(C)C)C3CCN(CC3)C=3N=CC(=NC3)C=O)=O